4-((2-(4-(methoxycarbonyl)phenyl)-4-(5-fluorothien-2-yl)piperidin-1-yl)methyl)-7-methyl-1H-Indole-1-carboxylic acid tert-butyl ester C(C)(C)(C)OC(=O)N1C=CC2=C(C=CC(=C12)C)CN1C(CC(CC1)C=1SC(=CC1)F)C1=CC=C(C=C1)C(=O)OC